C(=O)(C=1C(OC2=CC(=CC=C2C1)OC)=O)C=1C(OC2=CC(=CC=C2C1)OC)=O 3,3'-carbonylbis(7-methoxycoumarin)